6-Methoxy-2-((1S,2S,4R*)-2-methyl-4-(N-methylacetamido)cyclohexyl)-N-(pyrazolo[1,5-c]pyrimidin-3-yl)-2H-indazole-5-carboxamide COC=1C(=CC2=CN(N=C2C1)[C@@H]1[C@H](C[C@@H](CC1)N(C(C)=O)C)C)C(=O)NC=1C=NN2C=NC=CC21 |o1:14|